C(C)NC1=CC=C(C(=N1)F)C1=NN2C(O[C@H](CCC2)C)=C1C(=O)N[C@@H]1C(NC2=C(C(=N1)C1=CC=CC=C1)C=CC=C2F)=O |o1:15| (5S*)-2-[6-(ethylamino)-2-fluoropyridin-3-yl]-N-[(3S)-9-fluoro-2-oxo-5-phenyl-1,3-dihydro-1,4-benzodiazepin-3-yl]-5-methyl-5,6,7,8-tetrahydropyrazolo[5,1-b][1,3]oxazepine-3-carboxamide